(S)-4-((7-methoxy-4-(1-methyl-3-phenyl-1H-pyrazol-4-yl)quinazolin-6-yl)carbamoyl)-3-methylpiperazine-1-carboxylic acid tert-butyl ester C(C)(C)(C)OC(=O)N1C[C@@H](N(CC1)C(NC=1C=C2C(=NC=NC2=CC1OC)C=1C(=NN(C1)C)C1=CC=CC=C1)=O)C